FC(S(=O)(=O)NC1=C(C=C(C=C1)B1OC(C(O1)(C)C)(C)C)O[C@@H](C)C1=CC=C(C=C1)OC)F (S)-1,1-difluoro-N-(2-(1-(4-methoxyphenyl)ethoxy)-4-(4,4,5,5-tetramethyl-1,3,2-dioxaborolan-2-yl)phenyl)methanesulfonamide